3-(4,4,5,5-tetramethyl-1,3,2-dioxaborolan-2-yl)-9-methoxybenzofurano[3,2-b]pyridine CC1(OB(OC1(C)C)C=1C=C2C(=NC1)C1=C(O2)C=CC=C1OC)C